BrC=1C(=C(NC1COC)C(=O)O)I 4-bromo-3-iodo-5-(methoxymethyl)-1H-pyrrole-2-carboxylic acid